N7-methyl-guanosine C[N+]1=CN([C@H]2[C@H](O)[C@H](O)[C@@H](CO)O2)C=2N=C(NC(C12)=O)N